OC=1C=C2C(=C(C(=CC2=CC1C)C(=O)O)C)C 6-hydroxy-3,4,7-trimethyl-2-naphthoic acid